(E)-1-(4-bromo-2,5-difluoro-phenyl)-N-methoxy-methanimine BrC1=CC(=C(C=C1F)\C=N\OC)F